C(C)OC(=O)C1=NN(C(=C1CN1N=CC=N1)C)C 1,5-dimethyl-4-(triazol-2-ylmethyl)pyrazole-3-carboxylic acid ethyl ester